4-iodobenzoyl chloride IC1=CC=C(C(=O)Cl)C=C1